COC1=C(C=CC(=C1)OC)C(/C=C/[C-]1C=CC=C1)=O.[C-]1(C=CC=C1)\C=C\C(C1=C(C=C(C=C1)OC)OC)=O.[Fe+2] 1,1'-bis[(E)-3-(2,4-dimethoxyphenyl)-3-oxopropenyl]Ferrocene